3,5-bis(4-maleimidophenoxy)-benzotrifluoride C1(C=CC(N1C1=CC=C(OC=2C=C(C=C(C2)OC2=CC=C(C=C2)N2C(C=CC2=O)=O)C(F)(F)F)C=C1)=O)=O